2-(dimethylamino)-N-(1-hydroxyisoquinolin-6-yl)-2-(thiophen-3-yl)acetamide hydrochloride Cl.CN(C(C(=O)NC=1C=C2C=CN=C(C2=CC1)O)C1=CSC=C1)C